ClC1=CC(=NC=N1)CC=1N=CC=2CCC3=C(C2C1F)NC1=C3C(NCC1)=O 2-((6-chloropyrimidin-4-yl)methyl)-1-fluoro-5,6,8,9,10,11-hexahydro-7H-pyrido[3',4':4,5]pyrrolo[2,3-f]isoquinolin-7-one